ClC1=CC(=NC2=CN=CC=C12)C1=CC=NC=C1 4-chloro-2-(4-pyridinyl)-1,7-naphthyridine